ClC=1C=C(C(=NC1)OC1=C(C=C(C=C1)C1=NN=NN1)Cl)F 5-chloro-2-[2-chloro-4-(1H-1,2,3,4-tetrazol-5-yl)phenoxy]-3-fluoropyridine